FC(C=1N=C(OC1C(=O)N1[C@H](C2=C(CC1)NC=N2)C2=NN1C(C=CC=C1)=C2)C(C)(C)F)F (R)-(4-(difluoromethyl)-2-(2-fluoropropan-2-yl)oxazol-5-yl)(4-(pyrazolo[1,5-a]pyridin-2-yl)-6,7-dihydro-1H-imidazo[4,5-c]pyridin-5(4H)-yl)methanone